(S)-9-(methyl-d3)-N-((tetrahydrofuran-2-yl)methyl)-4,5-dihydro-2H-benzo[g]indazole-7-carboxamide C(C1=CC(=CC=2CCC3=CNN=C3C21)C(=O)NC[C@H]2OCCC2)([2H])([2H])[2H]